3-(4-chlorophenyl)-2-(4-piperidylmethyl)-2-azaspiro[3.4]octan-1-one ClC1=CC=C(C=C1)C1N(C(C12CCCC2)=O)CC2CCNCC2